CC=1C2=C(N=C(N1)NC1=NC=C(C=C1)N1CCNCC1)NC(C=C2)=O methyl-2-[[5-(1-piperazinyl)-2-pyridinyl]amino]pyrido[2,3-d]pyrimidin-7(8H)-one